O=C1CCC=2C(=CC=NC2N1)OC=1C=C2C[C@@H](COC2=CC1)C(=O)O |o1:16| (S)- or (R)-6-[(7-oxo-6,8-dihydro-5H-1,8-naphthyridin-4-yl)oxy]chromane-3-carboxylic acid